4-[(6-fluoro-3-pyridyl)methyl]-2-(8-fluoro-3-quinolyl)-6,6-dimethyl-4,5-dihydro-1,3-oxazine FC1=CC=C(C=N1)CC1N=C(OC(C1)(C)C)C=1C=NC2=C(C=CC=C2C1)F